tert-butyl (2,2-difluoroethyl)(ethyl)carbamate FC(CN(C(OC(C)(C)C)=O)CC)F